N-(4-(cis-bicyclo[3.1.0]hexan-3-yloxy)-2,5-difluorophenyl)-5-ethyl-2-(3-ethyl-3-methoxyazetidin-1-yl)oxazole-4-carboxamide C12CC(CC2C1)OC1=CC(=C(C=C1F)NC(=O)C=1N=C(OC1CC)N1CC(C1)(OC)CC)F